2-[(3R)-3-[[1-[2-(Difluoromethoxy)-4-(trifluoromethyl)phenyl]pyrido[3,4-d]pyridazin-4-yl]amino]-1-piperidyl]ethanol formic acid salt C(=O)O.FC(OC1=C(C=CC(=C1)C(F)(F)F)C1=C2C(=C(N=N1)N[C@H]1CN(CCC1)CCO)C=NC=C2)F